BrC=1N=C(SC1)C1=CC=C(C=C1)N1CCCC1 bromo-2-(4-(pyrrolidin-1-yl)phenyl)thiazole